O.OC(CS(=O)(=O)O)CN1CCN(CC1)CCO beta-hydroxy-4-(2-hydroxyethyl)-1-piperazinepropanesulfonic acid monohydrate